t-butyl-acetamidine C(C)(C)(C)CC(=N)N